ClC=1SC2=NC=C(C=C2N1)C(=O)O 2-chloro[1,3]thiazolo[5,4-b]pyridine-6-carboxylic acid